CN(C1CCC(CC1)NC1=NC=2N(C(C(=NC2C=N1)C=1C(=CC(=NC1)NS(=O)(=O)CCC(F)(F)F)C)=O)C(C)C)C N-(5-(2-(((1r,4r)-4-(dimethylamino)cyclohexyl)amino)-8-isopropyl-7-oxo-7,8-dihydropteridin-6-yl)-4-methylpyridin-2-yl)-3,3,3-trifluoropropane-1-sulfonamide